1-[(1-Tetrahydropyran-2-yloxycyclopropyl)methyl]-4-(4,4,5,5-tetramethyl-1,3,2-dioxaborolan-2-yl)pyrazole O1C(CCCC1)OC1(CC1)CN1N=CC(=C1)B1OC(C(O1)(C)C)(C)C